C1=CC=C2C=NC=CC2=C1 The molecule is an ortho-fused heteroarene that is a benzopyridine in which the N atom not directly attached to the benzene ring. It is a mancude organic heterobicyclic parent, an azaarene, an ortho-fused heteroarene and a member of isoquinolines.